tert-butyl (4S)-4-(((benzyloxy)carbonyl)amino)-2-bromo-4-cycloheptyl-3-oxobutanoate C(C1=CC=CC=C1)OC(=O)N[C@H](C(C(C(=O)OC(C)(C)C)Br)=O)C1CCCCCC1